(2S,4R)-N-((4-carbamimidoylthiophen-2-yl)methyl)-1-((4-phenoxybutanoyl)glycyl)-4-phenylpyrrolidine-2-carboxamide C(N)(=N)C=1C=C(SC1)CNC(=O)[C@H]1N(C[C@H](C1)C1=CC=CC=C1)C(CNC(CCCOC1=CC=CC=C1)=O)=O